chromene-8-amide O1CC=CC2=CC=CC(=C12)C(=O)N